BrC=1C=C(CNC(=O)C=2OC=C(N2)C2=NC(=NC=C2C)NC2=CC=NN2C)C=CC1F N-(3-bromo-4-fluorobenzyl)-4-(5-methyl-2-((1-methyl-1H-pyrazol-5-yl)amino)pyrimidin-4-yl)oxazole-2-carboxamide